C1(CC1)CNC(=O)C=1SC=C(N1)C1=C(C=C(C(=C1)NC(=O)C1=CN(C(C=C1C(F)(F)F)=O)C)N1C[C@H](N([C@H](C1)C)C)C)F N-(cyclopropylmethyl)-4-[2-fluoro-5-[[1-methyl-6-oxo-4-(trifluoromethyl)pyridine-3-carbonyl]amino]-4-[(3R,5S)-3,4,5-trimethylpiperazin-1-yl]phenyl]-1,3-thiazole-2-carboxamide